C(#N)C1=CC(=C(COC2=CC=CC(=N2)C2=CC(=C(CC=3N(C4=C(N3)SC(=C4)C(=O)O)C[C@H]4OCC4)C=C2C)F)C=C1)F (S)-2-(4-(6-((4-cyano-2-fluorobenzyl)oxy)pyridin-2-yl)-2-fluoro-5-methylbenzyl)-1-(Oxetan-2-ylmethyl)-1H-thieno[2,3-d]imidazole-5-carboxylic acid